Cl.COC1=CC=C(CN(C2CC3=C(N(N=C3CC2)C2=NC=CC=C2)O)C)C=C1 5-[(4-methoxybenzyl)methylamino]-2-pyridin-2-yl-4,5,6,7-tetrahydro-2H-indazol-3-ol hydrochloride